COC(=O)NC1=CC=C(C=C1)C1=CN=C2N1C=C(C=C2C)C(=O)OC methyl 3-[4-(methoxycarbonylamino) phenyl]-8-methyl-imidazo[1,2-a]pyridine-6-carboxylate